C(C)OC(=O)C=1C(=NC(=NC1)C)C 2,4-dimethylpyrimidine-5-carboxylic acid ethyl ester